NC1=C2C(=NC=N1)N(N=C2C2=NOC(=C2C2=NC=C(C=N2)C2CCN(CC2)C(=O)OCCCCCCBr)C2CC2)C(C)(C)C 6-bromohexyl 4-(2-(3-(4-amino-1-(tert-butyl)-1H-pyrazolo[3,4-d]pyrimidin-3-yl)-5-cyclopropylisoxazol-4-yl)pyrimidin-5-yl)piperidine-1-carboxylate